methyl 2-(3-bromo-2-fluorophenyl)-6-((tert-butyldimethyl-silyl)oxy)-2-methylhexanoate BrC=1C(=C(C=CC1)C(C(=O)OC)(CCCCO[Si](C)(C)C(C)(C)C)C)F